4-(trifluoromethoxy)-N-[(3S,6R)-6-{5-[2-(trifluoromethoxy)ethoxy]-1,3,4-oxadiazol-2-yl}piperidin-3-yl]benzamide FC(OC1=CC=C(C(=O)N[C@@H]2CN[C@H](CC2)C=2OC(=NN2)OCCOC(F)(F)F)C=C1)(F)F